ClC=1C2=C(N=CN1)N(C=C2I)C[C@H](C=C)NC([O-])=O (S)-(1-(4-chloro-5-iodo-7H-pyrrolo[2,3-d]pyrimidin-7-yl)but-3-en-2-yl)carbamate